CN1CCN(CC1)C=1SC=C(N1)NC1=NC=C(C(=N1)NCCCN1C(COCCC1)=O)C(F)(F)F 4-(3-((2-((2-(4-methylpiperazin-1-yl)thiazol-4-yl)amino)-5-(trifluoromethyl)pyrimidin-4-yl)amino)propyl)-1,4-oxazepan-3-one